[N+](=O)([O-])C=1C=NC(=NC1)N1CC(CC1)C1=CC=C(C=C1)C(F)(F)F 5-nitro-2-(3-(4-(trifluoromethyl)phenyl)pyrrolidin-1-yl)pyrimidine